2-acetylgalactosamine C(C)(=O)[C@@]1(C(O)O[C@@H]([C@@H]([C@@H]1O)O)CO)N